6-(cyclopropanecarboxamido)-4-((2,5-dimethyl-4,5-dihydropyrazolo[1,5-a]quinoxalin-6-yl-4,4-d2)amino)-N-(methyl-d3)pyridazine-3-carboxamide C1(CC1)C(=O)NC1=CC(=C(N=N1)C(=O)NC([2H])([2H])[2H])NC1=C2N(C(C=3N(C2=CC=C1)N=C(C3)C)([2H])[2H])C